4-nitrophenyl (1-oxo-1-(2-oxothiazolidin-3-yl) propan-2-yl) phosphoramidate P(OC1=CC=C(C=C1)[N+](=O)[O-])(OC(C(N1C(SCC1)=O)=O)C)(=O)N